C(C)N(CCCNC(C=C)=O)CC N-[3-(diethylamino)propyl]-acrylamide